CC1=CC=C(C=C1)S(=O)(=O)OC(C(F)(F)F)C1=C(C=CC=C1[N+](=O)[O-])OC 2,2,2-trifluoro-1-(2-methoxy-6-nitrophenyl)ethyl 4-methylbenzenesulfonate